C1(=CC=CC=C1)C1=CC2=C(C3=CC=CC=C3C=C2C=C1)C1=CC=CC2=CC=CC=C12 2-phenyl-9-(1-naphthyl)anthracene